N-(4-hydroxypyridin-2-yl)acetamide OC1=CC(=NC=C1)NC(C)=O